N[C@H]1CS(C2=C(N(C1=O)CC1=CC=C(C=C1)Cl)C=C(C(=C2)F)C2=NOC(=N2)C=2OC(=NN2)C)(=O)=O (3R)-3-amino-5-[(4-chlorophenyl)methyl]-8-fluoro-7-[5-(5-methyl-1,3,4-oxadiazol-2-yl)-1,2,4-oxadiazol-3-yl]-1,1-dioxo-2,3-dihydro-1λ6,5-benzothiazepin-4-one